C(C)(C)(C)C12NCCN(C2C1)CC=1N(C(C2=C(N1)N=CC=C2)=O)C2=C(C=CC(=C2)C(CN2N=CC=N2)=O)OCC(F)(F)F tert-Butyl-5-((3-(5-(2-(2H-1,2,3-triazol-2-yl)acetyl)-2-(2,2,2-trifluoroethoxy)phenyl)-4-oxo-3,4-dihydropyrido[2,3-d]pyrimidin-2-yl)methyl)-2,5-diazabicyclo[4.1.0]heptane